CC1=C(C=CC(=C1)C)S(=O)(=O)C=1N=NN2C1NC(C1=CC=C(C=C21)N2CCOC1(CN(C1)C)C2)=O 3-(2,4-dimethylbenzenesulfonyl)-8-{2-methyl-5-oxa-2,8-diazaspiro[3.5]nonan-8-yl}-4H,5H-[1,2,3]triazolo[1,5-a]quinazolin-5-one